C(CCCCCCCCCCCCCCCCCC(=O)ON1C(CCC1=O)=O)(=O)OC(C)(C)C 1-(tert-butyl) 19-(2,5-dioxopyrrolidin-1-yl) nonadecanedioate